C(CCCCCCC)(=O)C1=CC=CC=C1 Octanophenone